ClC1=NC=C(C(=C1)C1=CC=NC(=C1)C([2H])([2H])[2H])OC([2H])([2H])[2H] 2'-chloro-5'-(methoxy-d3)-6-(methyl-d3)-[4,4'-bipyridine]